NC[C@@H](C)NCC1=CC(=NC=C1)NC([C@H](C1CCC(CC1)C)NC(OC(C)(C)C)=O)=O tert-butyl ((S)-2-((4-((((R)-1-aminopropan-2-yl)amino)methyl)pyridin-2-yl)amino)-1-((1r,4S)-4-methylcyclohexyl)-2-oxoethyl)carbamate